2-(3-chloro-2-(4-(piperidin-1-yl)-3-(1-(2,2,2-trifluoroethyl)-1H-indazole-3-carboxamido)benzamido)phenyl)acetic acid ClC=1C(=C(C=CC1)CC(=O)O)NC(C1=CC(=C(C=C1)N1CCCCC1)NC(=O)C1=NN(C2=CC=CC=C12)CC(F)(F)F)=O